6-bromo-4-hydroxy-1-methylquinolin-2(1H)-one BrC=1C=C2C(=CC(N(C2=CC1)C)=O)O